NC1=NC=CC(=N1)C1=C(N=C(S1)C(C)(C)C)C=1C(=C(C=C(C1)Cl)NS(=O)(=O)C1=C(C=CC(=C1)F)F)F N-{3-[5-(2-aminopyrimidin-4-yl)-2-tert-butyl-thiazol-4-yl]-5-chloro-2-fluorophenyl}-2,5-difluorobenzenesulfonamide